ClCC1=NC=CC(=C1OC)OC 2-chloromethyl-3,4-dimethoxypyridine